3-(4-Formylnaphthalene-2-carbonyl)piperidine-1-carboxylic acid tert-butyl ester C(C)(C)(C)OC(=O)N1CC(CCC1)C(=O)C1=CC2=CC=CC=C2C(=C1)C=O